CC=1C=2C(C(N(N1)CCCC(=O)NCCC(=O)NO)=O)=CN(C2C)C2=CC=C(C=C2)C 4-(4,5-dimethyl-1-oxo-6-(p-tolyl)-1,6-dihydro-2H-pyrrolo[3,4-d]pyridazin-2-yl)-N-(3-(hydroxyamino)-3-oxopropyl)butanamide